(4-(naphthalen-1-yl-(phenyl)amino)phenyl)boric acid C1(=CC=CC2=CC=CC=C12)N(C1=CC=C(C=C1)OB(O)O)C1=CC=CC=C1